CN(C1CCCCC1)CC1=C(C(=CC(=C1)Br)Br)N N-methyl-N-cyclohexyl-2-amino-3,5-dibromobenzyl-amine